2-[(2,2-difluoroethyl)amino]-5-[5-(2-methyl-1H-1,3-benzodiazol-5-yl)-1,3,4-oxadiazol-2-yl]benzonitrile FC(CNC1=C(C#N)C=C(C=C1)C=1OC(=NN1)C1=CC2=C(NC(=N2)C)C=C1)F